ClC=1C=2N(C=CC1)N=C(C2)[C@@H]2N(CCC1=C2N=CN1)C(=O)C=1OC(=NN1)C=1C=NC=CC1 (R)-(4-(4-chloropyrazolo[1,5-a]pyridin-2-yl)-6,7-dihydro-1H-imidazo[4,5-c]pyridin-5(4H)-yl)(5-(pyridin-3-yl)-1,3,4-oxadiazol-2-yl)methanone